C1(CC1)CON1C(C(=C(C2=CC=CC=C12)O)C(=O)NCC(=O)O)=O 2-(1-(cyclopropylmethoxy)-4-hydroxy-2-oxo-1,2-dihydroquinoline-3-carboxamido)acetic acid